BrCCO[Si](C)(C)C(C)(C)C (2-bromoethoxy)(tert-butyl)bis(methyl)silane